(R)-α-ethyl-2-oxo-1-pyrrolidineacetic acid tert-butyl-N-[trans-4-[[4-amino-7-(3-hydroxy-1-methyl-propyl)-5,5-dimethyl-6H-benzo[h]quinazolin-8-yl]oxy]cyclohexyl]carbamate C(C)(C)(C)OC(N[C@@H]1CC[C@H](CC1)OC=1C=CC2=C(CC(C=3C(=NC=NC23)N)(C)C)C1C(CCO)C)=O.C(C)[C@H](C(=O)O)N1C(CCC1)=O